N[C@H]([C@@H](CCCC(=O)C1=CN=C2C(=N1)N(C(=C2)C(C)(C)C)C)OC(C)C)CO (5R,6S)-6-amino-1-(6-tert-butyl-5-methyl-pyrrolo[2,3-b]pyrazin-3-yl)-7-hydroxy-5-isopropoxy-heptan-1-one